COC=1C=C2CC(N(C(C2=C2C1C=CC=C2)=O)CCC2CCN(CC2)CC2=CC=C(C=C2)OC)=O 6-methoxy-2-((1-(4-methoxybenzyl)piperidin-4-yl)ethyl)-1H-benzisoquinoline-1,3(2H)-dione